(1R,5S)-3-(3-Fluoro-4-methylpyridin-2-yl)-3-azabicyclo[3.1.0]hexan-2-one FC=1C(=NC=CC1C)N1C([C@@H]2C[C@@H]2C1)=O